N1(N=CC=C1)CC1=C(C=C(C(=O)NS(=O)(=O)C2=C(C=CC=3CCCCC23)OC)C=C1)OC 4-((1H-pyrazol-1-yl)methyl)-3-methoxy-N-((2-methoxy-5,6,7,8-tetrahydronaphthalen-1-yl)sulfonyl)benzamide